decane diacetoacetate C(CC(=O)C)(=O)O.C(CC(=O)C)(=O)O.CCCCCCCCCC